COC1=C(C=CC=C1)SC1=C(OC=C1C)C 3-((2-methoxyphenyl)thio)-2,4-dimethylfuran